(azodicarbonyl)dipiperidine N(=NC(=O)N1CCCCC1)C(=O)N1CCCCC1